C1(CC1)N1C(=NC2=NC=C(C=C21)C=2C=CN1N=CN=C(C12)OC1CC(C1)F)C 1-cyclopropyl-6-(4-(3-fluorocyclobutoxy)pyrrolo[2,1-F][1,2,4]triazin-5-yl)-2-methylimidazo[4,5-b]pyridine